NC1=C2C(=NC=N1)N(N=C2C2=CC=C(C=C2)OC2=CC=CC=C2)[C@H]2CN(CCC2)C2CCN(CC2)CC2CCN(CC2)C2=CC=C(C(=O)O)C=C2 (R)-4-(4-((3-(4-amino-3-(4-phenoxyphenyl)-1H-pyrazolo[3,4-d]pyrimidin-1-yl)-[1,4'-bipiperidin]-1'-yl)methyl)piperidin-1-yl)benzoic acid